FC[C@H]1CN(CCN1)C(=O)OC(C)(C)C tert-butyl (R)-3-(fluoromethyl)piperazine-1-carboxylate